1-amino-4-cyano-5-methoxy-2-propylpyridin-1-ium 2,4,6-trimethylbenzene-1-sulfonate CC1=C(C(=CC(=C1)C)C)S(=O)(=O)[O-].N[N+]1=C(C=C(C(=C1)OC)C#N)CCC